4-[2-(ethoxymethyl)-1-methyl-imidazo[4,5-c]quinolin-9-yl]oxy-2-methyl-butan-2-ol C(C)OCC=1N(C2=C(C=NC=3C=CC=C(C23)OCCC(C)(O)C)N1)C